(Z)-6-bromo-N'-(4-((tert-butyldimethylsilyl)oxy)-2-ethylphenyl)-4-(cyclopentylamino)-pyrrolo[1,2-b]pyridazine-3-carboximidamide BrC=1C=C2N(N=CC(=C2NC2CCCC2)/C(/N)=N/C2=C(C=C(C=C2)O[Si](C)(C)C(C)(C)C)CC)C1